((2S,4S)-1-(but-2-ynoyl)-4-(4-(((S)-1-(dimethylamino)propan-2-yl)oxy)-7-(2,3-dimethylphenyl)-6-fluoro-8-methyl-1H-[1,2,3]triazolo[4,5-c]quinolin-1-yl)piperidin-2-yl)acetonitrile C(C#CC)(=O)N1[C@@H](C[C@H](CC1)N1N=NC=2C(=NC=3C(=C(C(=CC3C21)C)C2=C(C(=CC=C2)C)C)F)O[C@H](CN(C)C)C)CC#N